(R)-4-((6'-(3-((2,5,7-trimethyl-[1,2,4]triazolo[1,5-a]pyrimidin-6-yl)oxy)pyrrolidin-1-yl)-[2,3'-bipyridin]-5-yl)methyl)morpholine CC1=NN2C(N=C(C(=C2C)O[C@H]2CN(CC2)C2=CC=C(C=N2)C2=NC=C(C=C2)CN2CCOCC2)C)=N1